BrC1=CC=C(C=N1)[C@H](C)N[S@](=O)C(C)(C)C (R)-N-((S)-1-(6-bromopyridin-3-yl)ethyl)-2-methylpropane-2-sulfinamide